1-(2,3-dihydropyrido[3,4-f][1,4]oxazepin-4(5H)-yl)-3,3-difluoro-2,2-dimethylpropan-1-one O1CCN(CC2=C1C=CN=C2)C(C(C(F)F)(C)C)=O